C(C)(C)(C)OC(=O)N1C(C2=NC(=CC=C2C1)[Sn](C)(C)C)=O 7-oxo-2-(trimethylstannyl)-5,7-dihydro-6H-pyrrolo[3,4-b]Pyridine-6-carboxylic acid tert-butyl ester